COC(=O)C=1C=C2C=C(C(=NC2=CC1)Cl)C(NCC1=CC=C(C=C1)OC)=O 2-Chloro-3-((4-methoxybenzyl)carbamoyl)quinoline-6-carboxylic acid methyl ester